7-cyclobutyl-5H-pyrrolo[2,3-d]Pyrimidine-6-one C1(CCC1)N1C(CC2=C1N=CN=C2)=O